3-bromo-5-(1,1-difluoroethyl)pyridine BrC=1C=NC=C(C1)C(C)(F)F